2-ethyl-5-methyl-2,4,5,6-tetrahydrocyclopenta[c]pyrazole-3-carbonyl isothiocyanate C(C)N1N=C2C(=C1C(=O)N=C=S)CC(C2)C